CC1=NOC(=C1C=1C=C2C(=NC1)N(C(=N2)C(O)C2=CC(=C(C=C2)OC)F)[C@@H]2COCCC2)C (6-(3,5-dimethylisoxazol-4-yl)-3-((S)-tetrahydro-2H-pyran-3-yl)-3H-imidazo[4,5-b]pyridin-2-yl)(3-fluoro-4-methoxyphenyl)methanol